C(CCCCC)(=O)OCC.[Pd+2] palladium(II) ethyl hexanoate